C(C)(C)(C)C=1C=CC(=C(C1)S(=O)(=O)NC(=O)C1=NC2=CC=C(C(=C2C=C1)N1N=CC=C1)C)OC N-((5-(tert-butyl)-2-methoxyphenyl)sulfonyl)-6-methyl-5-(1H-pyrazol-1-yl)quinoline-2-carboxamide